BrC1=C(C2=C(SC(=C2)C(CC(=O)OC(C)(C)C)=O)C=C1OC)F tert-butyl 3-(5-bromo-4-fluoro-6-methoxybenzo[b]thiophen-2-yl)-3-oxopropanoate